ClC1=CC(=NC=C1)N=C=S 4-chloro-2-isothiocyanatopyridine